benzyl (3s,4r)-3-fluoro-4-formyl-piperidine-1-carboxylate F[C@@H]1CN(CC[C@@H]1C=O)C(=O)OCC1=CC=CC=C1